FC(N1C(C2=CC=CC=C2C=C1)=O)(F)F 2-(trifluoromethyl)isoquinolin-1(2H)-one